CC1C(N(CC1)C)(C)C Tetramethyl-pyrrolidin